BrC1=CC=C(C=C1)N1C2=C(C(C3=C1COC3=O)C3=C(C=C(C=C3)Cl)Cl)C(OC2)=O 4-(4-bromophenyl)-8-(2,4-dichlorophenyl)-5,8-dihydrodifurano[3,4-b:3',4'-e]pyridine-1,7(3H,4H)-dione